C(C=C)OC=1C=CC(=NC1)COC1=CC=C2CCN=CC2=C1 7-((5-(Allyloxy)pyridin-2-yl)methoxy)-3,4-dihydroisoquinolin